methyl 2-(4-{3-chloro-4-[(3,5-difluoropyridin-2-yl) methoxy]-3',6-dimethyl-2-oxo-[1,4'-bipyridin]-2'-yl} pyrimidin-2-yl)-2-methylpropanoate ClC=1C(N(C(=CC1OCC1=NC=C(C=C1F)F)C)C1=C(C(=NC=C1)C1=NC(=NC=C1)C(C(=O)OC)(C)C)C)=O